(Z)-S-(2-(N-((4-amino-2-methylpyrimidin-5-yl)methyl)formamido)-5-hydroxypent-2-en-3-yl) 3-methyl-2-phenylbutanethioate CC(C(C(S\C(=C(\C)/N(C=O)CC=1C(=NC(=NC1)C)N)\CCO)=O)C1=CC=CC=C1)C